(E)-3-(3-(4-fluorophenyl)acryloyl)oxazolidine-2-one FC1=CC=C(C=C1)/C=C/C(=O)N1C(OCC1)=O